ON1C(N=C(C=C1)C(F)(F)F)SC (Z)-N'-hydroxy-2-(methylthio)-6-(trifluoromethyl)pyrimidine